6-[8-(1,3-benzothiazol-2-ylcarbamoyl)-3,4-dihydroisoquinolin-2(1H)-yl]-3-(1-{2-[3-(dimethylamino)prop-1-yn-1-yl]benzyl}-1H-pyrazol-4-yl)pyridine-2-carboxylic acid S1C(=NC2=C1C=CC=C2)NC(=O)C=2C=CC=C1CCN(CC21)C2=CC=C(C(=N2)C(=O)O)C=2C=NN(C2)CC2=C(C=CC=C2)C#CCN(C)C